FC=1C=C(C(=O)NCC2CCN(CC2)CC(F)(F)F)C=C(C1)CN1C(C2=CC=C(C=C2C=C1)C=1C(=NOC1)C)=O 3-Fluoro-5-((6-(3-methylisoxazol-4-yl)-1-oxoisoquinolin-2(1H)-yl)methyl)-N-((1-(2,2,2-trifluoroethyl)piperidin-4-yl)methyl)benzamide